3-(2-chloro-10H-phenothiazin-10-yl)-N,N,N-trimethylpropan-1-aminium iodide C[N+](C)(C)CCCN1C2=CC=CC=C2SC3=C1C=C(C=C3)Cl.[I-]